FC1=CC=C(C=C1C1=CC(=C(C=C1)OC)C(N[C@H]1[C@@H]2CCC[C@@H]2[C@H]1C(NC1=CC(=C(C=C1)F)C(F)(F)F)=O)=O)C(C(=O)OC(C)(C)C)O tert-butyl 2-(6-fluoro-3'-(((1S,5R,6S,7R)-7-((4-fluoro-3-(trifluoromethyl)phenyl)carbamoyl)bicyclo[3.2.0]heptan-6-yl)carbamoyl)-4'-methoxy-[1,1'-biphenyl]-3-yl)-2-hydroxyacetate